C[C@@](C(CO)=O)(CCC=C(C)C)O (3S)-3,7-Dimethyl-2-oxo-6-octene-1,3-diol